2-amino-1-ethanethiol NCCS